OC=1C(OC2=C(C1)C(=CC(=C2)O)O)C2=CC=CC=C2 3,5,7-trihydroxy-2-phenyl-benzopyran